1,2,3,6-tetrahydro-benzaldehyde C(C1CCC=CC1)=O